(R)-4-(7-(3-aminopiperidin-1-yl)-3-(3-(2-morpholinoethoxy)phenyl)-3H-imidazo[4,5-b]pyridin-2-yl)-2-fluorobenzonitrile N[C@H]1CN(CCC1)C1=C2C(=NC=C1)N(C(=N2)C2=CC(=C(C#N)C=C2)F)C2=CC(=CC=C2)OCCN2CCOCC2